4-benzyl-Pyridine hydrobromide Br.C(C1=CC=CC=C1)C1=CC=NC=C1